carbon chromite [Cr](=O)([O-])[O-].[C+4].[Cr](=O)([O-])[O-]